(2S)-2-(cyclopentylformamido)-4-methylpentanoic acid C1(CCCC1)C(=O)N[C@H](C(=O)O)CC(C)C